(2S,4R)-2-methyl-1-(2,2,2-trifluoroacetyl)spiro[piperidine-4,7'-thieno[2,3-c]pyran]-4'-one C[C@@H]1N(CC[C@@]2(OCC(C3=C2SC=C3)=O)C1)C(C(F)(F)F)=O